C(C#C)C[C@@]12CCC[C@H]1[C@@H]1CCC3CCCC[C@@H]3[C@H]1CC2 propargyl-estrane